1-(cyclopropylmethyl)-3,5-dimethyl-4-(3-(4,4,5,5-tetramethyl-1,3,2-dioxaborolan-2-yl)phenyl)-1H-pyrazole C1(CC1)CN1N=C(C(=C1C)C1=CC(=CC=C1)B1OC(C(O1)(C)C)(C)C)C